CN(C(CO)CC)C 2-dimethylamino-butanol